N-((6-Fluoropyridin-3-yl)methyl)-3-((6-(1-methyl-1H-pyrazol-5-yl)-1-oxoisoquinolin-2(1H)-yl)methyl)benzamide FC1=CC=C(C=N1)CNC(C1=CC(=CC=C1)CN1C(C2=CC=C(C=C2C=C1)C1=CC=NN1C)=O)=O